FC=1C=C(C=C2C=NC(=NC12)C1N(CCC1)C)CN1C[C@H]([C@@H](C1)COC)OC=1C=C2CN(C(C2=CC1)=O)[C@@H]1C(NC(CC1)=O)=O |o1:37| rel-(3S)-3-(5-{[(3S,4S)-1-{[8-fluoro-2-(1-methylpyrrolidin-2-yl)quinazolin-6-yl]methyl}-4-(methoxymethyl)pyrrolidin-3-yl]oxy}-1-oxo-2,3-dihydro-1H-isoindol-2-yl)piperidine-2,6-dione